OC(C#CC=1C=CC2=C(N(C([C@H](CC2)NC(=O)C2=NC=CC(=C2)OC2=CC=CC=C2)=O)C)N1)(C)C (S)-N-(2-(3-hydroxy-3-methylbut-1-yn-1-yl)-9-methyl-8-oxo-6,7,8,9-tetrahydro-5H-pyrido[2,3-b]azepin-7-yl)-4-phenoxypyridineamide